(R,E)-N-(1-(3,4-dimethoxyphenyl)ethyl)-3-(4-(4-(3-(dimethylamino)propoxy)phenyl)-1H-pyrrolo[2,3-b]pyridin-3-yl)acrylamide COC=1C=C(C=CC1OC)[C@@H](C)NC(\C=C\C1=CNC2=NC=CC(=C21)C2=CC=C(C=C2)OCCCN(C)C)=O